NC1=C(C=C(C=N1)C=1C=NC(=CC1)F)C(=O)N[C@@H]1[C@H](CCC1)OCC1=CC=C(C=C1)C=1C=C2C(CN(C2=CC1)C1CCN(CC1)CCO)(C)C 6-amino-6'-fluoro-N-{(1S,2S)-2-[(4-{1-[1-(2-hydroxyethyl)piperidin-4-yl]-3,3-dimethyl-2,3-dihydro-1H-indol-5-yl}phenyl)methoxy]cyclopentyl}[3,3'-bipyridine]-5-carboxamide